(S)-6-allyl-2-((4-((2-hydroxy-1-phenylethyl)amino)-5-(3-(2-hydroxypropan-2-yl)-1,2,4-oxadiazol-5-yl)pyridin-2-yl)amino)-7,7-dimethyl-6,7-dihydro-5H-pyrrolo[3,4-d]pyrimidin-5-one C(C=C)N1C(C=2N=C(N=CC2C1=O)NC1=NC=C(C(=C1)N[C@H](CO)C1=CC=CC=C1)C1=NC(=NO1)C(C)(C)O)(C)C